2-(2-fluoro-5-(trifluoromethoxy)phenyl)-N'-hydroxyacetimidamide FC1=C(C=C(C=C1)OC(F)(F)F)CC(N)=NO